(2R)-pyrrolidin-2-ylmethoxyl-2-[(2,2,2-trifluoroethyl)amino]propanamide N1C(CCC1)CO[C@@](C(=O)N)(C)NCC(F)(F)F